ClC1=NC=C(C(=C1)N[C@H](CCO)C)C1=NN(C=C1)C(F)F (S)-3-((2-chloro-5-(1-(difluoromethyl)-1H-pyrazol-3-yl)pyridin-4-yl)amino)butan-1-ol